CN1C=C(C=2C1=CN=C(C2)NC(C)=O)C2=NC(=CC1=C2OC2C(O1)CCCC2)SC N-(1-methyl-3-(3-(methylthio)-5a,6,7,8,9,9a-hexahydrobenzo[5,6][1,4]dioxino[2,3-c]pyridin-1-yl)-1H-pyrrolo[2,3-c]pyridin-5-yl)acetamide